4,5-dihydrothieno[2,3-c]pyridine-2,6(7H)-dicarboxylic acid 6-tert-butyl ester 2-ethyl ester CCOC(=O)C1=CC2=C(CN(CC2)C(=O)OC(C)(C)C)S1